FC(C1=CC(=NC(=C1)N1CCOCC1)C=1C=NC(=NC1)N)(C1=CC=CC=C1)F 5-(4-(difluoro(phenyl)methyl)-6-morpholinopyridin-2-yl)pyrimidin-2-amine